(4S,5R)-ethyl-5-(2,6-dichlorophenyl)-2,2-diethyl-1,3-dioxolane-4-carboxylate C(C)OC(=O)[C@H]1OC(O[C@@H]1C1=C(C=CC=C1Cl)Cl)(CC)CC